2-[4-({(1R)-1-[3-(1,1-difluoro-2-hydroxy-2-methylpropyl)-2-fluorophenyl]ethyl}amino)-2,7-dimethylpyrido[2,3-d]pyrimidin-6-yl]-1lambda6,2-thiazolidine-1,1-dione FC(C(C)(C)O)(F)C=1C(=C(C=CC1)[C@@H](C)NC=1C2=C(N=C(N1)C)N=C(C(=C2)N2S(CCC2)(=O)=O)C)F